5-(2-aminoethyl)amino-1-naphthalenesulfonic acid NCCNC1=C2C=CC=C(C2=CC=C1)S(=O)(=O)O